ethyl 6-(4-butoxyphenyl)-3-methyl-4-(trifluoromethyl)thieno[2,3-b]pyridine-2-carboxylate C(CCC)OC1=CC=C(C=C1)C1=CC(=C2C(=N1)SC(=C2C)C(=O)OCC)C(F)(F)F